1-((5-((4-methoxybenzyl)thio)thiazol-2-yl)methyl)pyrrolidine-3-carbonitrile COC1=CC=C(CSC2=CN=C(S2)CN2CC(CC2)C#N)C=C1